CC1=NOC(=C1C=1C=C(C=CC1OCCN1CCCC1)NC(C1=NC=CC(=C1)F)=O)C N-(3-(3,5-dimethylisoxazol-4-yl)-4-(2-(pyrrolidin-1-yl)ethoxy)phenyl)-4-fluoropicolinamide